ClC1=CC2=C(SC(=C2)C(C(=O)N[C@@H](C(O)C2=CC(=C(C=C2)OC)F)CN2CCCC2)(F)F)C=C1 2-(5-chlorobenzo[b]thiophen-2-yl)-2,2-difluoro-N-((2R)-1-(3-fluoro-4-methoxyphenyl)-1-hydroxy-3-(pyrrolidin-1-yl)propan-2-yl)acetamide